acrylic acid-1,4-dioxaspiro[4.5]dec-2-ylmethyl ester O1C(COC12CCCCC2)COC(C=C)=O